6-(2,8-dimethylimidazo[1,2-b]pyridazin-6-yl)-8-methyl-2-(4-azaspiro[2.5]octan-7-yl)phthalazin-1(2H)-one CC=1N=C2N(N=C(C=C2C)C=2C=C3C=NN(C(C3=C(C2)C)=O)C2CCNC3(CC3)C2)C1